C(C=C)(=O)N1[C@H](CN(CC1)C1=NC=NC2=CC(=C3C(=C12)OCCC3)C3=C(C=CC=C3C)C)CC#N (S)-2-(1-acryloyl-4-(5-(2,6-dimethylphenyl)-3,4-dihydro-2H-pyrano[2,3-f]quinazolin-10-yl)piperazin-2-yl)acetonitrile